1-cyclohexene-1-carboxylate C1(=CCCCC1)C(=O)[O-]